CC1(C2=CC=CC=C2N(C=2C=CC=CC12)C1=CC=C(C=C1)B(O)O)C (4-(9,9-dimethylacridin-10(9H)-yl)phenyl)boronic acid